2-(1-phenylethyl)-10H-phenothiazine C1(=CC=CC=C1)C(C)C1=CC=2NC3=CC=CC=C3SC2C=C1